benzyl(1,1,1-trifluoro-2-methylpropan-2-yl)carbamate C(C1=CC=CC=C1)OC(NC(C(F)(F)F)(C)C)=O